FC=1C=C(C=CC1OC1=CC(=NC=C1)C=1C=NN(C1)C)NC(=O)C=1C(N(C(N(C1)C(C)C)=O)C1=CC=CC=C1)=O N-(3-fluoro-4-((2-(1-methyl-1H-pyrazol-4-yl)pyridin-4-yl)oxy)phenyl)-1-isopropyl-2,4-dioxo-3-phenyl-1,2,3,4-tetrahydropyrimidin-5-carboxamide